(E)-N-(4-(8-(1,2-dimethyl-6-(trifluoromethyl)-1H-benzo[d]imidazol-5-yl)indolizine-3-carbonyl)-2,6-difluorophenyl)-4-((1-methyl-2-oxopiperidin-4-yl)amino)but-2-enamide CN1C(=NC2=C1C=C(C(=C2)C2=CC=CN1C(=CC=C21)C(=O)C2=CC(=C(C(=C2)F)NC(\C=C\CNC2CC(N(CC2)C)=O)=O)F)C(F)(F)F)C